tert-butyl N-tert-butoxycarbonyl-N-[2-[2-[2-[2-[2-[2-[2-[2-[2-[2-[2-(3-chloro-5-nitro-phenoxy)ethoxy]ethoxy]ethoxy]ethoxy]ethoxy]ethoxy]ethoxy]ethoxy]ethoxy]ethoxy] ethyl]carbamate C(C)(C)(C)OC(=O)N(C(OC(C)(C)C)=O)CCOCCOCCOCCOCCOCCOCCOCCOCCOCCOCCOC1=CC(=CC(=C1)[N+](=O)[O-])Cl